N1CCC(CCC1)C1=CC=C(C=C1)C1=CC(=CC2=CC(=CC=C12)C1=CC=C(C=C1)C(F)(F)F)C(=O)O 4-(4-(azepan-4-yl)phenyl)-7-(4-(trifluoromethyl)phenyl)-2-naphthoic acid